FC([C@@H]1C[C@@H](CNC1)NC(OC(C)(C)C)=O)(F)F tert-butyl N-[(3S,5R)-5-(trifluoromethyl)-3-piperidyl]carbamate